CN([C@@H]1C[C@@H]2CN([C@H]1C2)C(=O)C2=NC(=CC=C2N2N=CC=N2)C)C2=NC=C(C=C2)C(F)(F)F ((1S,4S,6R)-6-(methyl(5-(trifluoromethyl)pyridin-2-yl)amino)-2-azabicyclo[2.2.1]heptan-2-yl)(6-methyl-3-(2H-1,2,3-triazol-2-yl)pyridin-2-yl)methanone